N-[cis-3-[(3S)-3-(3-cyano-5-fluorophenyl)isoxazolidine-2-carbonyl]cyclobutyl]carbamate C(#N)C=1C=C(C=C(C1)F)[C@H]1N(OCC1)C(=O)[C@H]1C[C@H](C1)NC([O-])=O